N1C(=NC2=C1C1=CC=CC=C1C=1C=CC=CC12)C1=CC=C(C=C1)NC1=CC=CC=C1 4-(1H-phenanthro[9,10-d]imidazole-2-yl)-N,N-diphenylamine